COC(C1=NC=C(C=C1C(F)(F)F)N=C(C1=CC=CC=C1)C1=CC=CC=C1)=O 5-((diphenylmethylene)amino)-3-(trifluoromethyl)picolinic acid methyl ester